FC(C1=NN(C(=C1)C(F)F)CC(=O)N1CCC(CC1)C=1SC=C(N1)C1=NOC(C1)C1=C(C=CC=C1Cl)CS(=O)(=O)[O-])F 2-{3-[2-(1-{[3,5-bis(difluoromethyl)-1H-pyrazol-1-yl]acetyl}piperidin-4-yl)-1,3-thiazol-4-yl]-4,5-dihydro-1,2-oxazol-5-yl}-3-chlorophenylmethane-sulfonate